C(C)OC(=O)C1CCN(CC1)C1=CC=C(C=C1)C=1C(=NC(=CC1)OCC1=CC=CC=C1)OCC1=CC=CC=C1 1-(4-(2,6-bis(benzyloxy)pyridin-3-yl)phenyl)piperidine-4-carboxylic acid ethyl ester